butyl (4-methoxybenzyl)(1,2,4,5-tetrazin-3-yl)carbamate COC1=CC=C(CN(C(OCCCC)=O)C=2N=NC=NN2)C=C1